N1=CC=C(C=C1)C γ-picolin